C(CCCCCCCCCCCCCCCCCCCCCCCCC)(=O)O[C@@H]([C@H]([C@H](CO[C@@H]1[C@H](O)[C@@H](O)[C@@H](O)[C@H](O1)CO)N(C(=O)OCC1=CC=C(C=C1)N)C([C@@H](NC([C@@H](N)C(C)C)=O)CCCNC(=O)N)=O)O)CCCCCCCCCCCCCC (2S,3S,4R)-2-(L-Valinyl-L-citrullinyl-4-aminobenzyloxycarbonylamino)-1-(α-D-galactopyranosyloxy)-3-hydroxy-octadecan-4-yl hexacosanoate